N[C@@H](C(=O)O)C(C)C (2R,3R)-2-amino-3-methylbutanoic acid